2-(2-chloro-4-methylphenyl)-5-(1H-pyrrolo[2,3-b]pyridin-4-yl)-1H-pyrrole-3-carboxamide ClC1=C(C=CC(=C1)C)C=1NC(=CC1C(=O)N)C1=C2C(=NC=C1)NC=C2